1-((2-(Trimethylsilyl)ethoxy)methyl)-1,5-dihydro-4H-pyrazolo[4,3-c]pyridin-4-one C[Si](CCOCN1N=CC=2C(NC=CC21)=O)(C)C